5,10,15,20-tetrakis(4-carboxyphenyl)porphyrin zinc [Zn].C(=O)(O)C1=CC=C(C=C1)C=1C2=CC=C(N2)C(=C2C=CC(C(=C3C=CC(=C(C=4C=CC1N4)C4=CC=C(C=C4)C(=O)O)N3)C3=CC=C(C=C3)C(=O)O)=N2)C2=CC=C(C=C2)C(=O)O